C1(=CC=CC=C1)S(=O)(=O)OC1=C(C=CC=C1)NC(=O)NC1=C(C=CC=C1)OS(=O)(=O)C1=CC=C(C)C=C1 N-[2-(benzenesulfonyloxy)phenyl]-N'-[2-(p-toluenesulfonyloxy)phenyl]urea